N1(N=CN=C1)C1=CC=C(C=C1)[C@H](C)N1C(C=2N([C@@H](C1)C)N=C1C2CN([C@@H](C1)C)C(=O)C=1C=CC(=C(C#N)C1)Cl)=O |o1:11| 5-((3R,7R)-9-((S*)-1-(4-(1H-1,2,4-triazol-1-yl)phenyl)ethyl)-3,7-dimethyl-10-oxo-1,2,3,4,7,8,9,10-octahydropyrido[4',3':3,4]pyrazolo[1,5-a]pyrazine-2-carbonyl)-2-chlorobenzonitrile